tert-butyl{(2S)-6-[benzyl(trifluoroacetyl)amino]-1-[bis(2-thienylmethyl)amino]-1-oxohexan-2-yl}carbamate C(C)(C)(C)OC(N[C@H](C(=O)N(CC=1SC=CC1)CC=1SC=CC1)CCCCN(C(C(F)(F)F)=O)CC1=CC=CC=C1)=O